tert-butyl 8-chloro-7-(2-{[3-methyl-4-(methylcarbamoyl)phenyl]amino}-5H,6H,7H,8H-pyrido[3,4-d]pyrimidin-7-yl)-1H,2H,3H-pyrido[2,3-b][1,4]oxazine-1-carboxylate ClC1=C(C=NC=2OCCN(C21)C(=O)OC(C)(C)C)N2CC=1N=C(N=CC1CC2)NC2=CC(=C(C=C2)C(NC)=O)C